ClCC(=O)N1CC(N(CC1)C1=NC(=NC(=N1)NC(C)C1=C(C=CC=C1)Cl)NC)C 2-Chloro-1-(4-(4-((1-(2-chlorophenyl)ethyl)amino)-6-(methylamino)-1,3,5-triazin-2-yl)-3-methylpiperazin-1-yl)ethan-1-one